4-(6-chloro-3-quinolylamino)-2-{2-[(dimethylamino)methyl]-2,3-dihydro-1,4-benzodioxin-6-ylamino}pyrimidine ClC=1C=C2C=C(C=NC2=CC1)NC1=NC(=NC=C1)NC1=CC2=C(OC(CO2)CN(C)C)C=C1